C(CCCCCCCCCCC)SCC=1C(=C(C=CC1)O)CSCCCCCCCCCCCC bis[(dodecylthio)methyl]phenol